C1=CC=C2C(C=CC=C12)=O 4H-indene-4-one